F[C@H]1[C@@H](CN(CC1)C1=NC2=C(N1CC1=NC(=NO1)C(F)(F)F)C=C(C=C2)F)N (3R,4R)-4-Fluoro-1-(6-fluoro-1-((3-(trifluoromethyl)-1,2,4-oxadiazol-5-yl)methyl)-1H-benzo[d]imidazol-2-yl)piperidin-3-amin